1,4-Dimethyl-1H-pyrazol CN1N=CC(=C1)C